C(O)(O)=O.COC1=C(C=C(O)C(CO)(CO)CO)C(=CC(=C1)OC)OC 2,4,6-trimethoxybenzalpentaerythritol carbonate